C(C)OC(=O)C=1N=C2N(C=C(C(=C2)OC)Br)C1.CC(C[C@@H](C(=O)NC1=CC=C(C=C1)N1CCC(CC1)C)NS(=O)(=O)C1=CC=C(C=C1)C)C (S)-4-methyl-2-(4-methylphenylsulfonamido)-N-(4-(4-methylpiperidin-1-yl)phenyl)pentanamide ethyl-6-bromo-7-methoxy-imidazo[1,2-a]pyridine-2-carboxylate